C(#C)[C@]1(C(C(CC1)(C)C)=O)O |r| racemic-2-ethynyl-2-hydroxy-5,5-dimethylcyclopentan-1-one